ClC=1C=NC(=C(N1)C)C 3-chloro-5,6-dimethyl-pyrazin